BrC1=CC=2N(C=C1)N=CC2CC 5-bromo-3-ethylpyrazolo[1,5-a]Pyridine